3-(diethylamino)-1,2-propanediol C(C)N(CC(CO)O)CC